tert-butyl (2-(2-(2-(6-bromonicotinamido)ethoxy)ethoxy)ethyl)carbamate BrC1=NC=C(C(=O)NCCOCCOCCNC(OC(C)(C)C)=O)C=C1